2,6,10,14,19,23,27,31-Octamethyldotriaconta-2,6,8,10,12,14,16,18,20,22,24,26,30-tridecaene CC(C)=CCCC(=CC=CC(=CC=CC(=CC=CC=C(C=CC=C(C=CC=C(CCC=C(C)C)C)C)C)C)C)C